C1=CC=C2C(=C1)C(=CN2)[C@@H]([C@@H](COP(=O)(O)O)O)O (1S,2R)-1-C-(indol-3-yl)glycerol 3-phosphate